C1(CC1)C1=NC=NC(=C1C1=NC(=C2NC=NC2=N1)NCC1=C(C=C(C=C1)N1N=C(C=C1C)C(F)(F)F)F)OC 2-(4-cyclopropyl-6-methoxypyrimidin-5-yl)-N-(2-fluoro-4-(5-methyl-3-(trifluoromethyl)-1H-pyrazol-1-yl)benzyl)-7H-purin-6-amine